2,2,4,4-tetramethylcyclobutan-1-one CC1(C(C(C1)(C)C)=O)C